Chloromethyl methyl ether COCCl